C1(CC1)C1=CC(=CC(=N1)N1C=NC=2C=CNC2C1=O)C1=C(C=C(C=C1)F)C(=O)N1CC(C1)F 6-(6-cyclopropyl-4-{4-fluoro-2-[(3-fluoro-1-azetidinyl)carbonyl]phenyl}-2-pyridyl)-1,6-dihydro-1,4,6-triaza-7-indenone